BrC1=CC=C2CC(C2=C1)N 4-bromobicyclo[4.2.0]oct-1,3,5-triene-7-amine